((2,4-dimethoxybenzyl)amino)-7,7-dimethyl-7,8-dihydro-5H-pyrano[4,3-b]pyridin-5-one COC1=C(CNC2=CC=C3C(=N2)CC(OC3=O)(C)C)C=CC(=C1)OC